2-(trifluoromethyl)azetidin FC(C1NCC1)(F)F